C(CC1=CC=CC=C1)OC=C(CC)C1=CC=CC=C1 (1-phenethyloxybut-1-en-2-yl)benzene